imidazole-2,5-dicarboxylic acid N1C(=NC=C1C(=O)O)C(=O)O